1-(3-isopropyl-2-(8-methoxy-[1,2,4]triazolo[1,5-a]pyridin-6-yl)-4-methyl-1H-pyrrolo[2,3-c]pyridin-5-yl)-N-(oxetan-3-yl)piperidin-4-amine C(C)(C)C1=C(NC2=CN=C(C(=C21)C)N2CCC(CC2)NC2COC2)C=2C=C(C=1N(C2)N=CN1)OC